4-{7-[6-cyano-5-(trifluoromethyl)pyridine-3-yl]-8-oxo-6-thioxo-5,7-diazaspiro[3.4]octan-5-yl}-2-fluoro-N-methylbenzamide C(#N)C1=C(C=C(C=N1)N1C(N(C2(CCC2)C1=O)C1=CC(=C(C(=O)NC)C=C1)F)=S)C(F)(F)F